N-(8,9-difluoro-6-oxo-1,4,5,6-tetrahydro-2H-pyrano[3,4-c]isoquinolin-1-yl)-N,3,3-trimethylindoline-2-carboxamide FC=1C(=CC=2C3=C(NC(C2C1)=O)COCC3N(C(=O)C3NC1=CC=CC=C1C3(C)C)C)F